N1=CC(=C2N1CC=CCN2C(=O)OC(C)(C)C)C(=O)OCC 4-(tert-butyl) 3-ethyl 5,8-dihydro-4H-pyrazolo[1,5-a][1,3]diazepine-3,4-dicarboxylate